2-Methyloctanedioic acid CC(C(=O)O)CCCCCC(=O)O